7-[1-(2,2-difluoroethyl)-1H-pyrazolo[3,4-b]pyrazin-6-yl]-2-[6-(trifluoromethyl)pyridine-3-carbonyl]-2,7-diazaspiro[3.5]nonane FC(CN1N=CC=2C1=NC(=CN2)N2CCC1(CN(C1)C(=O)C=1C=NC(=CC1)C(F)(F)F)CC2)F